C[Si]1(O[Si](O[Si](O1)(C1=CC=CC=C1)C)(C1=CC=CC=C1)C)C1=CC=CC=C1 trimethyl-triphenyl-cyclotrisiloxane